N1,N3-bis(4-(tert-butyl)phenyl)benzene-1,3-diamine C(C)(C)(C)C1=CC=C(C=C1)NC1=CC(=CC=C1)NC1=CC=C(C=C1)C(C)(C)C